Cl.N1CCC(CCC1)C(=O)OC methyl azepane-4-carboxylate hydrogen chloride